C1(CC1)C1=C(C(=NO1)C1=C(C=NC=C1Cl)Cl)/C=C/C12COC(CC1)(CC2)C2=NC(=NO2)C=2C=C(C(=O)OC)C=CC2 methyl (E)-3-(5-(4-(2-(5-cyclopropyl-3-(3,5-dichloropyridin-4-yl)isoxazol-4-yl)vinyl)-2-oxabicyclo[2.2.2]octan-1-yl)-1,2,4-oxadiazol-3-yl)benzoate